(S)-tert-butyl(1,4-dimethyl-5-oxo-4,5,6,7-tetrahydro-1H-pyrazolo[3,4-b][1,4]oxazepin-6-yl)carbamate C(C)(C)(C)OC(N[C@@H]1C(N(C2=C(OC1)N(N=C2)C)C)=O)=O